C[Si](CCOC(=O)N1C[C@H]([C@H](C1)F)CN[C@H](C(C)(C)C)C=1N(C=C(C1)C1=C(C=CC(=C1)F)F)CC1=CC=CC=C1)(C)C 2-(Trimethylsilyl)ethyl-(3R,4R)-3-[({(1R)-1-[1-benzyl-4-(2,5-difluorophenyl)-1H-pyrrol-2-yl]-2,2-dimethylpropyl}amino)methyl]-4-fluoropyrrolidine-1-carboxylate